9-azabicyclo[3.3.1]nonaneN C12=CCCC(CCC1)N2